FC(OC1=CC(=NN1)NC1=CN=C2C(=N1)N(N=C2)[C@@H](C)[C@@H]2COCCC2)F N-(5-(difluoromethoxy)-1H-pyrazol-3-yl)-1-((S)-1-((R)-tetrahydro-2H-pyran-3-yl)ethyl)-1H-pyrazolo[3,4-b]Pyrazin-6-amine